C(C)OC([C@H](C(C)C)NC(=O)C1=NNC(=C1)C=1C=C(C=CC1)C=1OC(=CN1)C(=O)N[C@@H](C(C)C)C(=O)OCC)=O ethyl (2-(3-(3-(((S)-1-ethoxy-3-methyl-1-oxobutan-2-yl)carbamoyl)-1H-pyrazol-5-yl)phenyl)oxazole-5-carbonyl)-L-valinate